OCCN(C(CCCCC(=O)N(C)CCO)=O)C N1,N6-bis(2-hydroxyethyl)-N1,N6-dimethyl-hexanediamide